thieno[2,3-c]pyridine-2-carboxylic acid S1C(=CC=2C1=CN=CC2)C(=O)O